FC1=CC=C(C=C1)C1=C(C=C2CNC(C2=C1)=O)C1CN(CCC1)C 6-(4-fluorophenyl)-5-(1-methylpiperidin-3-yl)isoindolin-1-one